1-(4-chlorophenyl)-3-(3,5,6-trimethylpyrazin-2-yl)-2-propen-1-one ClC1=CC=C(C=C1)C(C=CC1=NC(=C(N=C1C)C)C)=O